(R)- or (S)-5-[1-(2-Bromo-6-fluorophenyl)-piperidin-4-yl]-7-(2-cyclopropyl-benzyl)-2,4-dimethyl-2,4,5,7-tetrahydro-pyrazolo[3,4-d]pyrimidin-6-one BrC1=C(C(=CC=C1)F)N1CCC(CC1)N1C(N(C=2C([C@H]1C)=CN(N2)C)CC2=C(C=CC=C2)C2CC2)=O |o1:19|